COC(=O)C=1N(C(=C(N1)Cl)Br)C 5-bromo-4-chloro-1-methyl-imidazole-2-carboxylic acid methyl ester